C(#N)C=1C=CC(=C2C=CC=NC12)N1CC2(CC2(C1)C(F)(F)F)C(=O)NC1CCNCC1 4-(3-(8-Cyanoquinolin-5-yl)-5-(trifluoromethyl)-3-azabicyclo[3.1.0]hexane-1-carboxamido)piperidine